4-(3-bromo-5-methylphenyl)tetrahydro-2H-pyran-4-ol BrC=1C=C(C=C(C1)C)C1(CCOCC1)O